Methyl (Z)-1-(4-amino-2-fluorobut-2-en-1-yl)-4-(3-(N-cyclopropylsulfamoyl)phenyl)-1H-benzo[d]imidazole-6-carboxylate hydrochloride Cl.NC\C=C(\CN1C=NC2=C1C=C(C=C2C2=CC(=CC=C2)S(NC2CC2)(=O)=O)C(=O)OC)/F